5-(3-(2-amino-8-fluoro-[1,2,4]triazolo[1,5-a]pyridin-7-yl)-2,6-difluorophenoxy)-3,3-difluoro-2-phenylpentan-2-ol NC1=NN2C(C(=C(C=C2)C=2C(=C(OCCC(C(C)(O)C3=CC=CC=C3)(F)F)C(=CC2)F)F)F)=N1